4-chloro-3-(5-fluoro-4-oxo-7-(trifluoromethyl)-1,4-dihydroquinolin-2-yl)benzonitrile ClC1=C(C=C(C#N)C=C1)C=1NC2=CC(=CC(=C2C(C1)=O)F)C(F)(F)F